NC1=NN2C(C=C(C=C2)C=2C(=C(C(=C(C(=O)NCC(C(O)C3=CC=C(C=C3)F)(F)F)C2)C)F)F)=N1 5-(2-amino-[1,2,4]triazolo[1,5-a]pyridin-7-yl)-N-(2,2-difluoro-3-(4-fluorophenyl)-3-hydroxypropyl)-3,4-difluoro-2-methylbenzamide